diethanol citrate C(CC(O)(C(=O)O)CC(=O)O)(=O)O.C(C)O.C(C)O